1-(4-methoxy-3-(oxazol-2-yl)phenyl)-3-methyl-5-oxo-4,5-dihydro-1H-pyrazole-4-carboxylate COC1=C(C=C(C=C1)N1N=C(C(C1=O)C(=O)[O-])C)C=1OC=CN1